phospho-pyrimidine P(=O)(=O)C1=NC=CC=N1